1-(3-(3-Cyanophenyl)-1,2,4-oxadiazol-5-yl)-N-((1-(4-methylbenzyl)pyrrolidin-3-yl)methyl)piperidine-4-carboxamide C(#N)C=1C=C(C=CC1)C1=NOC(=N1)N1CCC(CC1)C(=O)NCC1CN(CC1)CC1=CC=C(C=C1)C